magnesium hydroxystearate OC(C(=O)[O-])CCCCCCCCCCCCCCCC.[Mg+2].OC(C(=O)[O-])CCCCCCCCCCCCCCCC